C(CCC)[SiH2]CCCC di(butyl)silane